1,2-bis(9Z-oleoyl)-sn-glycero-3-phosphorylethanolamine C(CCCCCCC\C=C/CCCCCCCC)(=O)OC[C@@H](OC(CCCCCCC\C=C/CCCCCCCC)=O)COP(=O)(O)OCCN